((((4-(chloromethyl) phenyl) (methyl) amino) methylene) amino) benzoate C(C1=CC=CC=C1)(=O)ON=CN(C)C1=CC=C(C=C1)CCl